tert-butyl 2-(1-(4-fluorobenzamido)ethyl)-6,6a,7,7a-tetrahydro-5H-cyclopropa[c][1,5]naphthyridine-5-carboxylate FC1=CC=C(C(=O)NC(C)C=2N=C3C4C(CN(C3=CC2)C(=O)OC(C)(C)C)C4)C=C1